8-(4-chloro-3-fluoro-2-methylphenyl)-9-(4-((1-(3-fluoropropyl)azetidin-3-ylidene)methyl)phenyl)-6,7-dihydro-5H-benzo[7]annulene-3-carboxylic acid ClC1=C(C(=C(C=C1)C=1CCCC2=C(C1C1=CC=C(C=C1)C=C1CN(C1)CCCF)C=CC(=C2)C(=O)O)C)F